C12CCC(CC1)N2C2=NC(=CC1=C2N=C(N=C1)NC1=NC=2CCN(CC2C=C1)C(=O)[C@H]1CN(CCC1)C)C1COC1 [2-[[8-(7-azabicyclo[2.2.1]heptan-7-yl)-6-(oxetan-3-yl)pyrido[3,4-d]pyrimidin-2-yl]amino]-7,8-dihydro-5H-1,6-naphthyridin-6-yl]-[(3R)-1-methylpiperidin-3-yl]methanone